trans-3-(cyanoamino)-N-[5-(oxan-4-yl)-1,3-thiazol-2-yl]cyclobutane-1-carboxamide C(#N)N[C@@H]1C[C@H](C1)C(=O)NC=1SC(=CN1)C1CCOCC1